(E)-((7-(5-(2-cyano-3-cyclopropyloxy-6-fluoro-5-(2-fluorovinyl)phenyl)-1-methyl-1H-pyrazol-4-yl)-4-carbonyl-3,4-dihydro-phthalazin-1-yl)methyl)carbamic acid tert-butyl ester C(C)(C)(C)OC(NCC1=NNC(C2=CC=C(C=C12)C=1C=NN(C1C1=C(C(=CC(=C1F)\C=C\F)OC1CC1)C#N)C)=C=O)=O